5-bromo-1-(tetrahydro-2H-pyran-4-yl)-1H-indazole BrC=1C=C2C=NN(C2=CC1)C1CCOCC1